3,3'-((((((2-acetylnaphtho[2,3-b]furan-4,9-diyl)bis(oxy))bis(carbonyl))bis-(azanediyl))bis(ethane-2,1-diyl))bis(azanediyl))dipropionic Acid monosulfate Salt monohydrate O.S(=O)(=O)(O)O.C(C)(=O)C1=CC2=C(O1)C(=C1C=CC=CC1=C2OC(=O)NCCNCCC(=O)O)OC(=O)NCCNCCC(=O)O